C(#N)C1=CC(=C(C=C1)C1=NN=C(C2=CC=CC=C12)NC(=O)[C@H]1N(CCCC1)C)O (S)-N-(4-(4-cyano-2-hydroxyphenyl)phthalazin-1-yl)-1-methylpiperidine-2-carboxamide